BrC1=C(C=C2C=C(N=CC2=C1Cl)NC(=O)C1CC1)I N-(7-bromo-8-chloro-6-iodoisoquinolin-3-yl)cyclopropanecarboxamide